C12CN(CC2C1)C1=NC(=CC(=N1)C=1OC(=NN1)C1=C(C=C(C=C1)I)N1CCC2(CC2)CC1)C 2-(2-(3-azabicyclo[3.1.0]hexan-3-yl)-6-methylpyrimidin-4-yl)-5-(4-iodo-2-(6-azaspiro[2.5]octan-6-yl)phenyl)-1,3,4-oxadiazole